6-(5,5-dimethyl-2-oxo-piperazin-1-yl)-3-methyl-1,3-benzooxazol-2-one hydrochloride Cl.CC1(NCC(N(C1)C1=CC2=C(N(C(O2)=O)C)C=C1)=O)C